5-(morpholino-methyl)-4-(pyridin-2-yl)-N-(4-(trifluoromethyl)pyridin-2-yl)thiazol-2-amine O1CCN(CC1)CC1=C(N=C(S1)NC1=NC=CC(=C1)C(F)(F)F)C1=NC=CC=C1